ClC=1C=C(C=2N(N1)C(=CN2)F)[C@@H]2[C@H](C2)C2=CC=C(C(=O)OC)C=C2 |r| racemic-methyl 4-((1S,2S)-2-(6-chloro-3-fluoroimidazo[1,2-b]pyridazin-8-yl)cyclopropyl)benzoate